OC1=CC=C(C=C1)C1=COC2=C(C1=O)C=C(C(=C2OC)CC=C(C)C)OC 3-(4-hydroxyphenyl)-6,8-dimethoxy-7-(3-methylbut-2-en-1-yl)benzopyran-4-one